methyl 2-((1r,4r)-4-(4-(tert-butoxycarbonyl) piperazin-1-yl) cyclohexyl)-5-nitro-2H-indazole-6-carboxylate C(C)(C)(C)OC(=O)N1CCN(CC1)C1CCC(CC1)N1N=C2C=C(C(=CC2=C1)[N+](=O)[O-])C(=O)OC